NCCCCC(C)N1C(=NC2=C1C(=CC=C2)C=2N(C=CN2)C(F)F)NC(=O)C=2C=C(C(=O)O)C=CC2 3-((1-(6-aminohexan-2-yl)-7-(1-(difluoromethyl)-1H-imidazol-2-yl)-1H-benzo[d]imidazol-2-yl)carbamoyl)benzoic acid